[I-].CC1(C(=[N+](C=2C=CC3=C(C12)C=CC=C3)CCOCCOCCOCCOCCOCCOCCOCCOC)\C=C\C=C\N(C(C)=O)C3=CC=CC=C3)C 1,1-dimethyl-3-(2,5,8,11,14,17,20,23-octaoxapentacosan-25-yl)-2-((1E,3E)-4-(N-phenylacetamido)but-1,3-dien-1-yl)-1H-benzo[e]indol-3-ium iodide